(furan-2-yl)(4-(7-methoxy-1,9-dimethyl-9H-pyrido[3,4-b]indol-6-yl)piperazin-1-yl)methanone O1C(=CC=C1)C(=O)N1CCN(CC1)C=1C=C2C3=C(N(C2=CC1OC)C)C(=NC=C3)C